4-Ethyl-4-Methylmorpholinium bromide [Br-].C(C)[N+]1(CCOCC1)C